CN1N=NC(=C1C=1C=C2C(=NC1)C=1C(N2)=C(N(N1)C)C(=O)OC)C Methyl 6-(1,4-dimethyl-1H-1,2,3-triazol-5-yl)-2-methyl-2,4-dihydropyrazolo[3',4':4,5]pyrrolo[3,2-b]pyridine-3-carboxylate